C[C@](N=S(=O)C)(C(C)C)C(=O)N methyl((methyl)oxo-lambda6-sulfanylidene)-L-valinamide